8'-methyl-7'-(2-morpholinoethoxy)-1',1'-dioxidospiro[cyclopropane-1,4'-pyrido[2,3-b][1,4,5]oxathiazepin] CC1=CC2=C(OC3(C=NS2(=O)=O)CC3)N=C1OCCN1CCOCC1